O1NCC2=C1C(=CC2)O dihydro-4H-cyclopenta[d]isoxazol-6-ol